3-(difluoromethyl)-4-methyl-7-nitro-1H-indole-1-carboxylate FC(C1=CN(C2=C(C=CC(=C12)C)[N+](=O)[O-])C(=O)[O-])F